9-Bromo-1-(2-methyl-5-nitrophenyl)benzo[h][1,6]naphthyridin-2(1H)-one BrC1=CC=2C(=NC=C3C=CC(N(C23)C2=C(C=CC(=C2)[N+](=O)[O-])C)=O)C=C1